2,2'-methylenebis(4,6-di-tert-butylphenyl) octadecyl phosphite P1(OC2=C(C=C(C=C2C(C)(C)C)C(C)(C)C)CC2=C(C(=CC(=C2)C(C)(C)C)C(C)(C)C)O1)OCCCCCCCCCCCCCCCCCC